(2R,3R,4R,5R)-5-(6-benzamido-9H-purin-9-yl)-4-((tert-butyldimethylsilyl)oxy)-2-(((tert-butyldimethyl silyl)oxy)methyl)tetrahydrofuran-3-yl hydrogen sulfate S(=O)(=O)(O[C@@H]1[C@H](O[C@H]([C@@H]1O[Si](C)(C)C(C)(C)C)N1C2=NC=NC(=C2N=C1)NC(C1=CC=CC=C1)=O)CO[Si](C)(C)C(C)(C)C)O